2,3-dihydro-1H-isoindole-2-carboxylic acid 2-methylpropan-2-yl ester CC(C)(C)OC(=O)N1CC2=CC=CC=C2C1